3-{(3r,4r)-4-methyl-3-[methyl-(7H-pyrrolo[2,3-d]pyrimidin-4-yl)-amino]-piperidin-1-yl}-3-oxo-propionitrile C[C@H]1[C@H](CN(CC1)C(CC#N)=O)N(C=1C2=C(N=CN1)NC=C2)C